4-(5-(3,5-dichlorophenyl)-5-(trifluoromethyl)-4,5-dihydroisoxazol-3-yl)-2-methyl-N-(4-(methylcarbamoyl)phenyl)benzamide ClC=1C=C(C=C(C1)Cl)C1(CC(=NO1)C1=CC(=C(C(=O)NC2=CC=C(C=C2)C(NC)=O)C=C1)C)C(F)(F)F